ClC1=CC(=CN=N1)C1=CC(=C(C(=O)OC)C=C1)F methyl 4-(6-chloropyridazin-4-yl)-2-fluorobenzoate